5-((3-(ethoxycarbonyl)-6-(trifluoromethoxy)quinolin-4-yl)amino)thiazole-4-carboxylic acid C(C)OC(=O)C=1C=NC2=CC=C(C=C2C1NC1=C(N=CS1)C(=O)O)OC(F)(F)F